CN(C)CC1C(CCCC1)(O)C1=CC(=CC=C1)OC 2-[(Dimethylamino)methyl]-1-(3-methoxyphenyl)cyclohexanol